FC1=C(C=CC=2N(C(=NC21)C2=CC=C(C=C2)S(=O)(=O)C)C)C2CCN(CC2)C2CC1CCC(C2)N1C1CCOCC1 4-fluoro-1-methyl-2-(4-(methylsulfonyl)phenyl)-5-(1-(8-(tetrahydro-2H-pyran-4-yl)-8-azabicyclo[3.2.1]octan-3-yl)piperidin-4-yl)-1H-benzo[d]imidazole